1-amino-1,3-dihydrospiro[indene-2,4'-piperidine]-5-carbonitrile dihydrochloride Cl.Cl.NC1C2=CC=C(C=C2CC12CCNCC2)C#N